2-(4-methylpiperazino)formyloxy-6-methylnicotinic acid CN1CCN(CC1)C(=O)OC1=C(C(=O)O)C=CC(=N1)C